(2S)-2-(2-phenylethyl)-4-(trifluoromethylsulfonyl)-3,5-dihydro-2H-1,4-benzodiazepin C1(=CC=CC=C1)CC[C@@H]1NC2=C(CN(C1)S(=O)(=O)C(F)(F)F)C=CC=C2